FC1=CC=C(OC2C[C@@H]3[C@@H](CN(C3)CC(=O)C3=CC=C(C=C3)O)C2)C=C1 2-((3aR,5s,6aS)-5-(4-fluorophenoxy)hexahydrocyclopenta[c]pyrrol-2(1H)-yl)-1-(4-hydroxyphenyl)ethanone